2,5-dimethyl-6-nitro-4,5-dihydro-2H-pyrazolo[4,3-C]quinoline CN1N=C2C(CN(C=3C(=CC=CC23)[N+](=O)[O-])C)=C1